(5-(4-(tert-butyl)piperazin-1-yl)-6-chloropyridin-3-yl)boronic acid C(C)(C)(C)N1CCN(CC1)C=1C=C(C=NC1Cl)B(O)O